CC=1C=2N(C=CC1)C(=NC2SC)C(C)(C)NC(=O)C2[C@H]1CNC[C@@H]21 (1R,5S,6r)-N-(2-(8-methyl-1-(methylthio)imidazo[1,5-a]pyridin-3-yl)propan-2-yl)-3-azabicyclo[3.1.0]hexane-6-carboxamide